4-tertiary amyl-2-(α-methylbenzyl)phenol C(C)(C)(CC)C1=CC(=C(C=C1)O)C(C1=CC=CC=C1)C